4-(4-(6-(((1R,3S,5S)-1,5-dimethyl-8-azabicyclo[3.2.1]octan-3-yl)(methyl)amino)pyridazin-3-yl)-2-fluoro-5-hydroxyphenyl)-1-(fluoromethyl)pyridin-2(1H)-one C[C@]12CC(C[C@](CC1)(N2)C)N(C2=CC=C(N=N2)C2=CC(=C(C=C2O)C2=CC(N(C=C2)CF)=O)F)C